butyl (R)-2-(3-((1-(dibenzo[b,d]furan-2-yl)ethyl)amino)-6-(3,6-dihydro-2H-pyran-4-yl)-2-oxopyrazin-1(2H)-yl)acetate C1=C(C=CC=2OC3=C(C21)C=CC=C3)[C@@H](C)NC=3C(N(C(=CN3)C=3CCOCC3)CC(=O)OCCCC)=O